FC=1C=C(CC=2C=CC(=NC2)N)C=CC1OC 5-(3-fluoro-4-methoxybenzyl)pyridin-2-amine